3-(4-aminophenyl)coumarin NC1=CC=C(C=C1)C=1C(OC2=CC=CC=C2C1)=O